ClC1=C(C=C(CS(=O)NC(C2=C(C=C(C=C2)C2=NOC(C2)(C(F)(F)F)C2=CC(=CC(=C2)Cl)Cl)C)=O)C=C1)F N-((4-chloro-3-fluorobenzyl)sulfinyl)-4-(5-(3,5-dichlorophenyl)-5-(trifluoromethyl)-4,5-dihydroisoxazol-3-yl)-2-methylbenzamide